N1C=CC2=CC=CC=C12 (R)-indole